6-chloro-N-(4-cyanophenyl)-1-benzothiophene-3-sulfonamide ClC1=CC2=C(C(=CS2)S(=O)(=O)NC2=CC=C(C=C2)C#N)C=C1